C(C)C12OCCC1C1(CCCC(C1CC2)(C)C)C 3a-Ethyl-6,6,9a-trimethyl-dodecahydronaphtho[2,1-b]furan